adamantanenon C=12C(C3CC(CC(C1)C3)C2)=O